4-({[4-(1H-imidazol-1-yl)phenyl]methyl}amino)cyclopentan-1-ol N1(C=NC=C1)C1=CC=C(C=C1)CNC1CCC(C1)O